1,3-bis-(β-hydroxyethoxy)benzene OCCOC1=CC(=CC=C1)OCCO